8-fluoro-6-isopropyl-6H-benzo(c)chromene-3,6-diol FC=1C=CC2=C(C(OC3=CC(=CC=C23)O)(O)C(C)C)C1